COC1=CC=C(C=C1)C1=CC(=C(C=C1)NCCS(=O)(=O)NC)C1=NN(C=C1)CC=1C=NC=CC1 2-((4'-methoxy-3-(1-(pyridin-3-ylmethyl)-1H-pyrazol-3-yl)-[1,1'-biphenyl]-4-yl)amino)-N-methylethane-1-sulfonamide